C(#N)C(C1=CC2=C(SC(=C2)C(=O)OCC)C=C1)P(=O)(OCC)OCC ethyl 5-(cyano(diethoxyphosphoryl)methyl)benzo[b]thiophene-2-carboxylate